2-(3-(3,5-dimethyl-1H-pyrazol-1-yl)phenyl)-3-((R)-1-(3-(5,6,7,8-tetrahydro-1,8-naphthyridin-2-yl)propyl)piperidine-3-carboxamido)propanoic acid CC1=NN(C(=C1)C)C=1C=C(C=CC1)C(C(=O)O)CNC(=O)[C@H]1CN(CCC1)CCCC1=NC=2NCCCC2C=C1